butyleneglycol bis(5-mercaptovalerate) SCCCCC(=O)OCCCCOC(CCCCS)=O